4-fluoro-1-methyl-N-(6-(1-methyl-1H-1,2,3-triazol-4-yl)isoquinolin-3-yl)piperidine-4-carboxamide FC1(CCN(CC1)C)C(=O)NC=1N=CC2=CC=C(C=C2C1)C=1N=NN(C1)C